methyl (2R,3R,4s,5R)-3-(3,4-difluoro-2-methoxyphenyl)-4-ethoxy-5-methyl-5-(trifluoromethyl)tetrahydrofuran-2-carbimidate FC=1C(=C(C=CC1F)[C@H]1[C@@H](O[C@]([C@H]1OCC)(C(F)(F)F)C)C(OC)=N)OC